CS(=O)(=O)C(C)C1=CC(=NN1COCC[Si](C)(C)C)C(=O)OC methyl 5-(1-methylsulfonylethyl)-1-(2-trimethylsilylethoxymethyl)pyrazole-3-carboxylate